6-(4-Cyclopropyl-6-methoxypyrimidin-5-yl)-1-(3-fluoro-4-(1-methyl-4-(trifluoromethyl)-1H-imidazol-2-yl)benzyl)-1,3-dihydro-2H-imidazo[4,5-c]pyridin-2-one C1(CC1)C1=NC=NC(=C1C1=CC2=C(C=N1)NC(N2CC2=CC(=C(C=C2)C=2N(C=C(N2)C(F)(F)F)C)F)=O)OC